methyl 4-[3-[2,6-dichloro-4-(3-methyltriazolo[4,5-b]pyridin-7-yl)benzoyl]-2,4-dihydro-1,3-benzoxazine-8-yl]-5-fluoro-2-(3-oxa-8-azabicyclo[3.2.1]octan-8-yl)benzoate ClC1=C(C(=O)N2COC3=C(C2)C=CC=C3C3=CC(=C(C(=O)OC)C=C3F)N3C2COCC3CC2)C(=CC(=C1)C1=C2C(=NC=C1)N(N=N2)C)Cl